6-Chloro-1-methyl-8-(6-methylsulfanyl-pyridin-3-yl)-9H-pyrido[3,4-b]indole ClC=1C=C2C3=C(NC2=C(C1)C=1C=NC(=CC1)SC)C(=NC=C3)C